CN([C@H]1C(O)O[C@@H]([C@H]([C@@H]1O)O)CO)C N,N-dimethyl-glucosamine